BrCC(=O)NC[C@@H](N)C(=O)O 3-[(bromoacetyl)amino]-D-alanine